(1r,4r)-4-((4,6-difluoro-5-(4'-(((1s,3s)-3-hydroxycyclobutoxy)methyl)-[1,1'-biphenyl]-4-yl)-1H-benzo[d]imidazol-2-yl)oxy)cyclohexane-1-carboxylic acid FC1=C(C(=CC=2NC(=NC21)OC2CCC(CC2)C(=O)O)F)C2=CC=C(C=C2)C2=CC=C(C=C2)COC2CC(C2)O